NC=1C=C(C=CC1)NC1=NC(=NC=C1C(F)(F)F)NC=1C(=NN(C1)C)Cl N4-(3-aminophenyl)-N2-(3-chloro-1-methyl-1H-pyrazol-4-yl)-5-(trifluoromethyl)pyrimidine-2,4-diamine